CC1=NN=C(O1)C12CCCC(N1C(=O)NC1=CC(=C(C=C1)C)C=1C=NC=3N(C1)C=CC3)C2 1-(5-methyl-1,3,4-oxadiazol-2-yl)-N-(4-methyl-3-(pyrrolo[1,2-a]pyrimidin-3-yl)phenyl)-6-azabicyclo[3.1.1]heptane-6-carboxamide